C1(CC1)C#CC=1C(=C2C=CNC2=C(C1)C)CN1[C@@H](CC2(CCCO2)CC1)C1=CC=C(C(=O)O)C=C1 4-((7S)-8-((5-(cyclopropylethynyl)-7-methyl-1H-indol-4-yl)methyl)-1-oxa-8-azaspiro[4.5]Dec-7-yl)benzoic acid